C(C)(C)C1=C(C=C(C=C1)C)N1/C(/SCC1=O)=N/C(=O)NC1=C(C=C(C=C1)C1=NN(C=N1)C1=CC=C(C=C1)OC(F)(F)F)OCOC (Z)-1-(3-(2-isopropyl-5-methylphenyl)-4-oxothiazolidin-2-ylidene)-3-(2-(methoxymethoxy)-4-(1-(4-(trifluoromethoxy)phenyl)-1H-1,2,4-triazol-3-yl)phenyl)urea